COC=1C=C(C=C(C1OC)OC)C1=CC=C2C=CC=C3C=CC(C1=C32)=O 9-(3,4,5-Trimethoxyphenyl)-1H-phenalen-1-one